CC1=C(N)C=CC(=C1)C(C(F)(F)F)(C(F)(F)F)F 2-methyl-4-(perfluoropropane-2-yl)aniline